methyl 2-(4-amino-1H-pyrazol-1-yl)acetate NC=1C=NN(C1)CC(=O)OC